C1=C(C=CC2=CC=CC=C12)C1=CC=CC2=C(C3=CC=CC=C3C=C12)C1=CC2=CC=CC=C2C=C1 1,10-bis(naphthalen-2-yl)anthracene